CC(C)(C)[C@@H](C(=O)NOC)NC(=O)C1=NN(C2=C1C[C@@H]3[C@H]2C3)C4=NC=C[N+](=C4)[O-] (1aR,5aR)-2-(4-Oxy-pyrazin-2-yl)-1a,2,5,5a-tetrahydro-1H-2,3-diaza-cyclopropa[a]pentalene-4-carboxylic acid ((S)-1-methoxycarbamoyl-2,2-dimethyl-propyl)-amide